NC1=NC2=C(C=3N1N=C(N3)C=3OC=CC3)SC(N2CCN2CCN(CC2)C2=C(C=C(OCCCC(=O)O)C=C2)F)=O 4-(4-(4-(2-(5-amino-8-(furan-2-yl)-2-oxothiazolo[5,4-e][1,2,4]triazolo[1,5-c]pyrimidin-3(2H)-yl)ethyl)piperazin-1-yl)-3-fluorophenoxy)butyric acid